1-(3-bromopropoxymethyl)-3-iodo-benzene BrCCCOCC1=CC(=CC=C1)I